FC(OC=1C=CC(N(C1)C=1C=NC(=CC1)N[C@@H]1C[C@H](CC1)NC(OC(C)(C)C)=O)=O)F tert-Butyl ((1S,3S)-3-((5-(difluoromethoxy)-2-oxo-2H-[1,3'-bipyridin]-6'-yl)amino)cyclopentyl)carbamate